methyl 6-[methyl(propan-2-yl)amino]-1-oxo-2,3-dihydro-1H-pyrrolo[3,4-c]pyridine-4-carboxylate CN(C1=CC2=C(C(=N1)C(=O)OC)CNC2=O)C(C)C